IC1(C(C(C1(F)F)(F)F)(I)F)F 1,2-diiodohexafluorocyclobutane